tetraethyl 2,2'-((((((2,2'-dimethyl-[1,1'-biphenyl]-3,3'-diyl)bis(azanediyl))bis(carbonyl))bis(4-cyclopropylpyridine-6,3-diyl))bis(methylene))bis(azanediyl))dimalonate CC1=C(C=CC=C1NC(=O)C1=CC(=C(C=N1)CNC(C(=O)OCC)C(=O)OCC)C1CC1)C1=C(C(=CC=C1)NC(=O)C1=CC(=C(C=N1)CNC(C(=O)OCC)C(=O)OCC)C1CC1)C